8-((1-(2-(Trifluoromethyl)pyridin-4-yl)-1H-pyrrolo[2,3-b]pyridin-5-yl)methyl)-2-oxa-8-azaspiro[4.5]decane FC(C1=NC=CC(=C1)N1C=CC=2C1=NC=C(C2)CN2CCC1(CCOC1)CC2)(F)F